CN(CC=CC(=O)N1CC(N(CC1)C1=CC=C(S1)CCC(=O)NCCCCCCCCCCNC(C1=CC=CC=C1)=O)=O)C N-(10-(3-(5-(4-(4-(dimethylamino)but-2-enoyl)-2-oxopiperazin-1-yl)thiophen-2-yl)propanamido)decyl)benzamide